ethyl 5-(3-fluoro-5-(trifluoromethyl)benzamido)-1H-imidazole-2-carboxylate FC=1C=C(C(=O)NC2=CN=C(N2)C(=O)OCC)C=C(C1)C(F)(F)F